FC1=C(C(=C(C=C1C1=NN(C2=NC(=NC=C21)N2CCCCC2)C)C(F)(F)F)F)O 2,6-Difluoro-3-(1-methyl-6-(piperidin-1-yl)-1H-pyrazolo[3,4-d]pyrimidin-3-yl)-5-(trifluoromethyl)phenol